C1(=CC=CC=C1)C1=NC(=NC=C1)C=1C(=C(C=CC1)C1=CC=CC=C1)C1=CC=CC=2C3=CC=CC=C3C3=CC=CC=C3C12 (Phenylpyrimidineyl)(triphenyleneyl)biphenyl